COC1=CC=C(C=C1)C1=C(C=CC2=CC=CC=C12)C (4-methoxyphenyl)-2-methylnaphthalene